1-(m-tolyl)ethan-1-one O-methyloxime CON=C(C)C=1C=C(C=CC1)C